N(=[N+]=[N-])CCOCCOCCOCCNC(=O)C1=CC=2C(C3=CC(=CC=C3C2C=C1)F)CO N-(2-(2-(2-(2-azidoethoxy)ethoxy)ethoxy)ethyl)-7-fluoro-9-(hydroxymethyl)-9H-fluorene-2-carboxamide